(R)-(6-Cyclopropyl-imidazo[1,5-a]pyrazin-5-yl)-[1-(4-methylamino-phenyl)-1H-[1,2,3]triazol-4-yl]-methanol C1(CC1)C=1N=CC=2N(C1[C@@H](O)C=1N=NN(C1)C1=CC=C(C=C1)NC)C=NC2